2-oxa-8-azaspiro[4.5]decane-4-amine hydrochloride Cl.C1OCC(C12CCNCC2)N